(S)-5-((5-(1-amino-1,3-dihydrospiro[indene-2,4'-piperidin]-1'-yl)pyrazin-2-yl)thio)-7-methoxybenzo[c][1,2]oxaborol-1(3H)-ol N[C@@H]1C2=CC=CC=C2CC12CCN(CC2)C=2N=CC(=NC2)SC2=CC1=C(B(OC1)O)C(=C2)OC